O1C=NC=2C=NC=CC21 oxazolo[4,5-c]pyridine